C(C\C=C\C)C1CCCC(O1)=O (E)-6-(pent-3-en-1-yl)-tetrahydro-2H-pyran-2-one